pyridin-5(4H)-one hydrochloride Cl.N=1C=CCC(C1)=O